12-[(1-oxooctyl)oxy]octadecanoic acid O=C(CCCCCCC)OC(CCCCCCCCCCC(=O)O)CCCCCC